[Si](C)(C)(C(C)(C)C)OC=1C(=C(C(=CC1)Cl)N1C(N=C(C=C1)OC)NC1=CC(=C(C=C1)OC1CCN(CC1)C)C)C N-(3-((tert-butyldimethylsilyl)oxy)-6-chloro-2-methylphenyl)-4-methoxy-2-((3-methyl-4-((1-methylpiperidin-4-yl)oxy)phenyl)amino)pyrimidine